2,4-Difluorophenylacetic acid FC1=C(C=CC(=C1)F)CC(=O)O